2-benzyl-N-(8-fluoro-3-quinolyl)-2-methoxy-4-methyl-pentanamide C(C1=CC=CC=C1)C(C(=O)NC=1C=NC2=C(C=CC=C2C1)F)(CC(C)C)OC